5-({5-[(trifluoromethyl)thio]pentyl}oxy)benzoic acid FC(SCCCCCOC=1C=CC=C(C(=O)O)C1)(F)F